5-chloro-4-(2,2-diethoxy-ethoxymethyl)-2-methyl-thiazole ClC1=C(N=C(S1)C)COCC(OCC)OCC